3-[4-(4-piperidinyloxy)phenyl]piperidine-2,6-dione N1CCC(CC1)OC1=CC=C(C=C1)C1C(NC(CC1)=O)=O